[N+](=[N-])=C1C(=O)OCC1 diazobutyrolactone